3,4-dihydro-3-hydroxy-4-oxo-1,2,3-benzotriazine ON1N=NC2=C(C1=O)C=CC=C2